NC1=NC=CC(=C1)C1=C(C=2C(N(CC(C2N1)CC1CC1)C)=O)C1=CC=C(C=C1)F 2-(2-aminopyridin-4-yl)-7-(cyclopropylmethyl)-3-(4-fluorophenyl)-5-methyl-1,5,6,7-tetrahydro-4H-pyrrolo[3,2-c]pyridin-4-one